BrC=1C=C2C(NC1)=NC(=N2)SCC2=C(C#N)C=CC=C2 2-((6-bromo-4H-imidazo[4,5-b]pyridin-2-ylthio)methyl)benzonitrile